CN1C(=NN=C1C1=NC=NC=C1)CNC=1C=C(C(=O)NCC=2C=C(OCCCCCOCCCOCC(=O)OC)C=CC2)C=CC1 methyl 2-(3-((5-(3-((3-(((4-methyl-5-(pyrimidin-4-yl)-4H-1,2,4-triazol-3-yl)methyl)amino)benzamido)methyl)phenoxy)pentyl)oxy)propoxy)acetate